C(C)(C)(C)[Si](C)(C)OC[C@H](C)N1N=C(C(=C1CI)I)OCC tert-butyl-[(2S)-2-[3-ethoxy-4-iodo-5-(iodomethyl)pyrazol-1-yl]propoxy]-dimethyl-silane